[N+](=O)([O-])C=1C=C(C=CC1)C1C(CC1)=O 2-(3-nitrophenyl)cyclobutanone